C(#N)C1(CC1)NC1=NC2=CC=CC=C2C=C1 2-[(1-cyanocyclopropyl)amino]quinolin